4-(bromomethyl)-2-((2-methoxyethoxy)methyl)thiazole BrCC=1N=C(SC1)COCCOC